ClC1=CN(C2=NC=C(C=C21)CC(=O)NC2=NC=NC(=C2)NCC=2N=C1N(C=C(C=C1)C1CC1)C2)C(=O)OC(C)(C)C tert-butyl 3-chloro-5-(2-((6-(((6-cyclopropylimidazo[1,2-a]pyridin-2-yl)methyl)amino)pyrimidin-4-yl)amino)-2-oxoethyl)-1H-pyrrolo[2,3-b]pyridine-1-carboxylate